C(C1=CC=CC=C1)OC1=C2C(=C(N(C2=CC(=C1)F)C1=CC(=C(C=C1)F)F)C(CC#N)(C)C)Br 3-[4-benzyloxy-3-bromo-1-(3,4-difluorophenyl)-6-fluoro-indol-2-yl]-3-methyl-butanenitrile